ClC1=CC=C(C=C1)/C(=C/COC1=CC(=C(OCC(=O)OC)C=C1)C)/C1=CC=C(C=C1)C#CC1=NC=CC=C1 methyl (E)-[4-[3-(4-chlorophenyl)-3-[4-(pyridin-2-ylethynyl)phenyl]allyloxy]-2-methylphenoxy]acetate